S(=O)(=O)(O)C1=CC=C(C(=O)OC(C2=CC=C(C=C2)S(=O)(=O)O)=O)C=C1 para-sulfobenzoic anhydride